CC1=C(N)C=CC=C1[N+](=O)[O-] 2-Methyl-3-nitro-aniline